7-chloro-N-[(1S)-2-[[(1S)-1-cyano-2-(5-oxo-4-azaspiro[2.5]octan-6-yl)ethyl]amino]-1-(cyclopropylmethyl)-2-oxo-ethyl]-1H-indole-2-carboxamide ClC=1C=CC=C2C=C(NC12)C(=O)N[C@H](C(=O)N[C@@H](CC1C(NC2(CC2)CC1)=O)C#N)CC1CC1